NC1CCC(CC1)N1CCN(CC1)C1=C(C=C(C=C1)N[C@H]1C(NC(CC1)=O)=O)F |r| rac-3-((4-(4-((1r,4r)-4-aminocyclohexyl)piperazin-1-yl)-3-fluorophenyl)amino)piperidine-2,6-dione